C(#N)[C@H](C[C@H]1C(NCC1)=O)NC(=O)[C@@H]1[C@H]2C([C@H]2CN1C([C@@H](NC(C(F)(F)F)=O)C(C)(C)CO)=O)(C)C (1r,2S,5S)-N-{(1S)-1-cyano-2-[(3S)-2-oxopyrrolidin-3-yl]ethyl}-3-[3-(hydroxymethyl)-N-(trifluoroacetyl)-L-valyl]-6,6-dimethyl-3-azabicyclo[3.1.0]hexane-2-carboxamide